FC=1C(=C2C(=CNC2=CC1)CCNC)OC 2-(5-fluoro-4-methoxy-1H-indol-3-yl)-N-methylethan-1-amine